C(CC[C@@H](C)[C@H]1CC[C@H]2[C@@H]3CC[C@@H]4CCCC[C@]4(C)[C@H]3CC[C@]12C)(=O)[O-] 5β-cholanoate